2,2'-azobis(2-formamidylpropane) dihydrochloride Cl.Cl.N(=NC(C)(C)NC=O)C(C)(C)NC=O